2-((6aR,8R)-6a-(difluoromethyl)-8-((5-vinylpyridin-2-yl)oxy)-5,6,6a,7,8,9-hexahydropyrrolo[1',2':4,5]pyrazino[2,3-c]pyridazin-2-yl)-6-fluorophenol FC([C@]12N(C=3C(=NN=C(C3)C3=C(C(=CC=C3)F)O)NC1)C[C@@H](C2)OC2=NC=C(C=C2)C=C)F